N-methyl-N-((2R,3S)-2-methylazetidin-3-yl)methanesulfonamide trifluoroacetate salt FC(C(=O)O)(F)F.CN(S(=O)(=O)C)[C@@H]1[C@H](NC1)C